spiro[2.3]hexene C1=CC12CCC2